(2S)-2-(3-fluoropyridin-2-yl)-3-hydroxy-1-[2-(quinoline-6-sulfonyl)-4H,6H-pyrrolo[3,4-c]pyrazol-5-yl]propan-1-one FC=1C(=NC=CC1)[C@H](C(=O)N1CC2=NN(C=C2C1)S(=O)(=O)C=1C=C2C=CC=NC2=CC1)CO